FC=1C=CC=C2C(=NNC12)NC(=O)NC1=NC(=CC=C1)C1=NN=CN1C(C)C 1-(7-fluoro-1H-indazol-3-yl)-3-(6-(4-isopropyl-4H-1,2,4-triazol-3-yl)pyridin-2-yl)urea